methyl 5-(5-{2-[1-(2-amino-6-bromo-5-fluoro-1,3-benzodiazol-1-yl)-3-azabicyclo[3.2.2]nonan-3-yl] ethoxy}-1-methylpyrazol-4-yl)-1-methyl-6-oxopyridine-3-carboxylate NC1=NC2=C(N1C13CN(CC(CC1)CC3)CCOC3=C(C=NN3C)C3=CC(=CN(C3=O)C)C(=O)OC)C=C(C(=C2)F)Br